5-(beta-methylthioethyl)hydantoin CSCCC1C(NC(N1)=O)=O